CCCCCCCCCCCCCCCCCCCCCCCCC(C(=O)N[C@@H](CO)[C@@H]([C@@H](CCCCCCCCCCCCCC)O)O)O The molecule is an N-(2-hydroxyhexacosanoyl)phytosphingosine in which the 4-hydroxy group on the phytosphingosine portion has R-configuration. It has a role as a Saccharomyces cerevisiae metabolite.